pyrrolo[3,4-d]imidazole N1=CN=C2C1=CN=C2